N-(4-amino-5-bromopyridin-2-yl)acetamide hydrochloride Cl.NC1=CC(=NC=C1Br)NC(C)=O